FC1(CN(C1)[C@H](C)C1=CC(=C2CN(C(C2=C1)=O)C1=CC(=CC=C1)C1(COC1)CC1=NN=CN1C)C(F)(F)F)C (R)-6-(1-(3-fluoro-3-methylazetidin-1-yl)ethyl)-2-(3-(3-((4-methyl-4H-1,2,4-triazol-3-yl)methyl)oxetan-3-yl)phenyl)-4-(trifluoromethyl)isoindolin-1-one